C(CCC)C=1NC=2N(C(C1)=O)N=C(N2)NCC=2C=NN(C2)C2=NC=CN=C2 5-butyl-2-[(1-pyrazin-2-ylpyrazol-4-yl)methylamino]-4H-[1,2,4]triazolo[1,5-a]pyrimidin-7-one